(S)-2-amino-3-(4-(5-(4-nitrophenyl)-1,2,4-oxadiazol-3-yl)phenyl)propanoic acid hydrochloride Cl.N[C@H](C(=O)O)CC1=CC=C(C=C1)C1=NOC(=N1)C1=CC=C(C=C1)[N+](=O)[O-]